N-[2-fluoro-3-(6-oxo-1,6-dihydropyrimidin-2-yl)-4-(trifluoromethyl)benzyl]-1-[5-(trifluoromethyl)pyridin-2-yl]piperidine-4-carboxamide FC1=C(CNC(=O)C2CCN(CC2)C2=NC=C(C=C2)C(F)(F)F)C=CC(=C1C=1NC(C=CN1)=O)C(F)(F)F